FCC=1C(=NC(=NC1)C(F)(F)F)C1=CC=C(C=C1)CN1C(CCC1)=O 1-[[4-[5-(fluoromethyl)-2-(trifluoromethyl)pyrimidin-4-yl]phenyl]methyl]pyrrolidin-2-one